1-(benzo[b]thiophen-4-yl)piperazine hydrochloride Cl.S1C2=C(C=C1)C(=CC=C2)N2CCNCC2